N1N=NC=2CN(CCC21)C=2OC=C(N2)C(=O)O 2-(1,4,6,7-tetrahydro-5H-[1,2,3]triazolo[4,5-c]pyridin-5-yl)oxazole-4-carboxylic acid